C(C=C)(=O)N1C[C@H](C[C@@H]1COC)N1N=C(C(=C1NC)C(=O)N)C#CC1=C(C=C2C(=CN=NC2=C1)C)Cl 1-((3s,5r)-1-propenoyl-5-(methoxymethyl)pyrrolidin-3-yl)-3-((6-chloro-4-methylcinnolin-7-yl)ethynyl)-5-(methylamino)-1H-pyrazole-4-carboxamide